ClC=1C=C2C(N(C(=NC2=CC1C1=CC=CC=C1)C1C(N(CCC1)C)CCNC(OCC1=CC=CC=C1)=O)CC(C)(C)C)=O benzyl (2-(3-(6-chloro-3-neopentyl-4-oxo-7-phenyl-3,4-dihydroquinazolin-2-yl)-1-methylpiperidin-2-yl)ethyl)carbamate